C1(CC1)NP(OCC)(=O)CC1=CC=C(C=C1)C1=NOC(=N1)C(F)(F)F ethyl N-cyclopropyl-P-(4-(5-(trifluoromethyl)-1,2,4-oxadiazol-3-yl)benzyl)phosphonamidate